(E)-8-(tert-butoxycarbonyl-(7-(((Z)-non-2-enyl)oxycarbonyl)-heptyl)-amino)-oct-2-enoic acid (Z)-non-2-enyl ester C(\C=C/CCCCCC)OC(\C=C\CCCCCN(CCCCCCCC(=O)OC\C=C/CCCCCC)C(=O)OC(C)(C)C)=O